(S)-1-(naphthalen-2-yl)ethanol C1=C(C=CC2=CC=CC=C12)[C@H](C)O